C(CCCCC)(=O)[O-].[Na+] Sodium Hexanoate